(3R)-3-(4-chlorophenyl)-2-[(5-chloropyridin-2-yl)methyl]-3-(2-hydroxyethyloxy)-6-(2-hydroxypropan-2-yl)-2,3-dihydro-1H-isoindol-1-one ClC1=CC=C(C=C1)[C@@]1(N(C(C2=CC(=CC=C12)C(C)(C)O)=O)CC1=NC=C(C=C1)Cl)OCCO